2-NITRO-P-PHENYLENEDIAMINE C1=CC(=C(C=C1N)[N+](=O)[O-])N